FC1=C2C=NN(C2=CC=C1N1OC=CC1=O)C (4-fluoro-1-methyl-1H-indazol-5-yl)isoxazol-3(2H)-one